S(=O)(=O)(O)C1=CC=C(C)C=C1.CN1C(=CC2=CC=C(C=C12)N1C(NC(CC1)=O)=O)C1CCNCC1 1-[1-Methyl-2-(piperidin-4-yl)-1H-indol-6-yl]-1,3-diazinane-2,4-dione tosylate